4-(4,4,5,5-Tetramethyl-1,3,2-dioxaborolan-2-yl)benzyl (2-aminoethyl)carbamate NCCNC(OCC1=CC=C(C=C1)B1OC(C(O1)(C)C)(C)C)=O